NCC1CCS(CC1)(=NC1CC1)=O 4-(aminomethyl)-1-(cyclopropylimino)hexahydro-1lambda6-thiopyran 1-oxide